(3aS,7aS)-3a-(3,4-Dimethoxyphenyl)-1-methyl-2,3,4,5,7,7a-hexahydroindol-6-one COC=1C=C(C=CC1OC)[C@@]12CCN([C@H]2CC(CC1)=O)C